C12CCC=CCCCC2CC1 Bicyclo[7.2.0]undec-4-ene